2-[acetyl-(2-fluorobenzyl)amino]-7-chloro-6-hydroxy-1-benzothiophene-3-carboxylic acid methyl ester COC(=O)C1=C(SC2=C1C=CC(=C2Cl)O)N(CC2=C(C=CC=C2)F)C(C)=O